trimethyl-1H-benzo[e]indole CC1=NC=2C=CC3=C(C2C1(C)C)C=CC=C3